3-(6-chloro-1-tosyl-1H-pyrrolo[2,3-b]pyridin-3-yl)cyclobutane ClC1=CC=C2C(=N1)N(C=C2C2CCC2)S(=O)(=O)C2=CC=C(C)C=C2